C(C)(C)(C)OC(CN1CCN(CCN(CCN(CC1)CC(OC(C)(C)C)=O)CC(OC(C)(C)C)=O)CC(=O)NCC=1C=C(C(=O)N[C@@H](CCSC)C(=O)NCC(=O)N[C@@H](CCCCNC(=O)OCC2=CC=CC=C2)C(=O)OC(C)(C)C)C=CC1)=O tert-butyl N-[3-({2-[4,7,10-tris(2-tert-butoxy-2-oxoethyl)-1,4,7,10-tetraazacyclododecan-1-yl] acetamido}methyl)benzoyl]-L-methionylglycyl-N6-[(benzyloxy)carbonyl]-L-lysinate